The molecule is a 1-(alk-1-enyl)-2-acyl-sn-glycero-3-phosphoethanolamine in which the alk-1-enyl and acyl groups are specified as (1Z)-octadecenyl and (9Z)-octadecenoyl respectively. It has a role as a mouse metabolite. It derives from an oleic acid. It is a tautomer of a 1-(1Z-octadecenyl)-2-(9Z-octadecenoyl)-sn-glycero-3-phosphoethanolamine zwitterion. CCCCCCCCCCCCCCCC/C=C\\OC[C@H](COP(=O)(O)OCCN)OC(=O)CCCCCCC/C=C\\CCCCCCCC